N1=C(C=CC=C1)C1=CNC2=C(C=CC=C12)C#N 3-(pyridin-2-yl)-1H-indole-7-carbonitrile